N[C@H](C=1OC2=C(N1)C=C(C=C2)CN2C(N[C@@H](C2)C(F)(F)F)=O)C2CCC(CC2)(F)F (S)-1-((2-((S)-amino(4,4-difluorocyclohexyl)methyl)benzo[d]oxazol-5-yl)methyl)-4-(trifluoromethyl)-imidazolidin-2-one